2-(trimethylsilyl)ethyl 2-(3-bromophenyl)propanoate BrC=1C=C(C=CC1)C(C(=O)OCC[Si](C)(C)C)C